C(C(C)(C)C)(=O)OOC([C@H](CC1=CC(=C(C=C1)NC1=NC=C(C(=N1)NC1CC1)C(F)(F)F)OC)N)=O (S)-((2-amino-3-(4-((4-(cyclopropylamino)-5-(trifluoromethyl) pyrimidin-2-yl) amino)-3-methoxyphenyl) propionyl) oxy) pivalate